C1(CC1)N1N=CC(=C1)[C@@H]1O[C@@H](CN(C1)C1=NC(=C(C(=N1)C(=O)OCC)C1OCCO1)C1=C(C=C(C(=C1)F)F)F)C ethyl 2-((2S,6R)-2-(1-cyclopropyl-1H-pyrazol-4-yl)-6-methylmorpholino)-5-(1,3-dioxolan-2-yl)-6-(2,4,5-trifluorophenyl)pyrimidine-4-carboxylate